C(CCCCCCC)OCCCC(CCN)N octyloxypropyl-1,3-diaminopropane